C(C)OC(C1=C(N=C(C(=C1)C#N)Cl)C(F)(F)F)=O 6-chloro-5-cyano-2-(trifluoromethyl)nicotinic acid ethyl ester